1-isopropyl-3-(Trifluoromethyl)-1H-pyrazole-4-carboxylic acid ethyl ester C(C)OC(=O)C=1C(=NN(C1)C(C)C)C(F)(F)F